CC1([C@@H](COC1)NC=1C=C(C(=O)OC(C)(C)C)C=CC1[N+](=O)[O-])C tert-butyl 3-[[(3S)-4,4-dimethyltetrahydrofuran-3-yl]amino]-4-nitro-benzoate